C(CCC(=O)OCCCCCCCCCCC)(=O)OCCCCCCCCCCC Di-undecyl succinate